CC1=C(N=C(N1)C1=NC(=NC=C1)NC1CCOCC1)C(=O)N 5-methyl-2-((tetrahydro-2H-pyran-4-yl)aminopyrimidin-4-yl)-1H-imidazole-4-carboxamide